FC=1C(=C(C=CC1F)[C@@H]1CO[C@@]([C@H]1C)(C(F)(F)F)C)O (2R,3R,4S,5S)-3-(3,4-difluoro-2-hydroxy-phenyl)-4,5-dimethyl-5-(trifluoromethyl)tetrahydrofuran